4-amino-7-cyclopentyl-7H-pyrrolo[2,3-d]pyrimidine-5-carboxylic acid NC=1C2=C(N=CN1)N(C=C2C(=O)O)C2CCCC2